CC(C)(C)S(=O)(=O)N[C@@H]1CCCC12CCNCC2 (R)-2-methyl-N-((R)-8-azaspiro[4.5]decan-1-yl)propane-2-sulfonamide